2-(3-Oxa-6-azabicyclo[3.1.1]heptan-6-yl)-6-methoxy-N-(6-methoxy-4-((3-(trifluoromethyl)bicyclo[1.1.1]pentan-1-yl)carbamoyl)pyridin-3-yl)benzo[d]thiazole-7-carboxamide C12COCC(N1C=1SC3=C(N1)C=CC(=C3C(=O)NC=3C=NC(=CC3C(NC31CC(C3)(C1)C(F)(F)F)=O)OC)OC)C2